1,1,1,3,3,3-hexafluoropropan-2-yl (R)-1-(methyl(pyridin-3-yl)carbamoyl)-6-azaspiro[2.5]octane-6-carboxylate CN(C(=O)[C@@H]1CC12CCN(CC2)C(=O)OC(C(F)(F)F)C(F)(F)F)C=2C=NC=CC2